1-((Cis)-4-hydroxycyclohexyl)-1H-pyrazole-4-carboxylic acid ethyl ester C(C)OC(=O)C=1C=NN(C1)[C@@H]1CC[C@@H](CC1)O